1-({3,4-difluoro-2-[(2-fluoro-4-iodophenyl)amino]phenyl}carbonyl)-3-[1-(methylamino)ethyl]azetidin-3-ol FC=1C(=C(C=CC1F)C(=O)N1CC(C1)(O)C(C)NC)NC1=C(C=C(C=C1)I)F